Cl.ClC1=C(C(=CC=C1Cl)F)[C@@]1(CNCC1)NC1=CC(=C2C(N(C(C2=C1)=O)C)(C)C)F (s)-6-((3-(2,3-dichloro-6-fluorophenyl)pyrrolidin-3-yl)amino)-4-fluoro-2,3,3-trimethylisoindolin-1-one hydrochloride